OC=1C(=C(C(=CC1)C)C1=C(C(=NC(=N1)NC1=CC(=C(C=C1)C1CCN(CC1)C)C)OC)C(=O)N)C (3-hydroxy-2,6-dimethylphenyl)-4-methoxy-2-((3-methyl-4-(1-methyl-piperidin-4-yl)phenyl)amino)pyrimidine-5-carboxamide